cobalt nickel hydroxide manganese sulfate S(=O)(=O)([O-])[O-].[Mn+2].[Ni](O)O.[Co+2].S(=O)(=O)([O-])[O-]